ClC=1C(=C(C(=CC1N1CC2(C3(CN(C3)C)CC2)CC1)F)S(=O)(=O)NC1=NC(=CC=C1)F)F 3-chloro-2,6-difluoro-N-(6-fluoropyridin-2-yl)-4-(2-methyl-2,7-diazadispiro[3.0.45.24]undecan-7-yl)benzenesulfonamide